[Si](=O)=O silicon-dioxide